FC(OC=1C=C(C=CC1)N1C(N(C2=C1C=CC(=C2F)C(=O)N[C@]2(CS(CC2)(=O)=O)C)C(C)C)=O)F (R)-1-(3-(Difluoromethoxy)phenyl)-4-fluoro-3-isopropyl-N-(3-methyl-1,1-dioxidotetrahydrothiophen-3-yl)-2-oxo-2,3-dihydro-1H-benzo[d]imidazole-5-carboxamide